methyl (3-amino-5-(5,6-dihydro-2H-pyran-3-yl)phenyl)carbamate NC=1C=C(C=C(C1)C=1COCCC1)NC(OC)=O